C1N(CC2=CC=CC=C12)C1=NC=2C(=CC(=CC2C=2N1C=NN2)C)C(C)NC2=C(C(=O)O)C=CC=C2 2-((1-(5-(isoindolin-2-yl)-9-methyl-[1,2,4]triazolo[4,3-c]quinazolin-7-yl)ethyl)amino)benzoic acid